5,7-dichloro-1,1-dioxo-N-[1-(2-pyrimidin-2-yl-1,2,4-triazol-3-yl)ethyl]-1,2-benzothiazol-3-amine ClC=1C=C(C2=C(C(=NS2(=O)=O)NC(C)C=2N(N=CN2)C2=NC=CC=N2)C1)Cl